3-(4-methoxyphenyl)-7-(methylthio)-1-(4-(1-((2-(trimethylsilyl)ethoxy)methyl)-1H-1,2,4-triazol-3-yl)phenyl)-3,4-dihydropyrimido[4,5-d]pyrimidin-2(1H)-one COC1=CC=C(C=C1)N1C(N(C2=NC(=NC=C2C1)SC)C1=CC=C(C=C1)C1=NN(C=N1)COCC[Si](C)(C)C)=O